CC(=C)CCCCC 2-methyl-1-heptene